2-(1-ethyl-2,2-difluoro-propoxy)-5-(4,4,5,5-tetramethyl-1,3,2-dioxaborolan-2-yl)pyridine C(C)C(C(C)(F)F)OC1=NC=C(C=C1)B1OC(C(O1)(C)C)(C)C